N,1-Bis(2-(4-chlorophenoxy)ethyl)piperidin-4-carboxamid ClC1=CC=C(OCCNC(=O)C2CCN(CC2)CCOC2=CC=C(C=C2)Cl)C=C1